C1(CC1)N1N=CC(=C1)[C@H]1CN(CCO1)C=1N=C(C2=C(N1)N=C(S2)N(C)C)C2=C(C=C(C=C2)F)F 5-[(2S)-2-(1-cyclopropylpyrazol-4-yl)morpholin-4-yl]-7-(2,4-difluorophenyl)-N,N-dimethyl-thiazolo[4,5-d]pyrimidin-2-amine